1-(2-chloro-6-fluorophenyl)-4-((4-(5-ethyl-3-(trifluoromethyl)-1H-1,2,4-triazol-1-yl)phenyl)amino)-1H-pyrazole-3-carboxamide ClC1=C(C(=CC=C1)F)N1N=C(C(=C1)NC1=CC=C(C=C1)N1N=C(N=C1CC)C(F)(F)F)C(=O)N